C(C)(C)(C)OC(=O)NC1[C@@H]2CN(C[C@H]12)C(CC1=CC=C(C=C1)NC(=O)NCC1=CC=C(C=C1)F)=O N-[4-(2-{(5S,1R)-6-[(tert-butoxy)carbonylamino]-3-azabicyclo[3.1.0]hex-3-yl}-2-oxoethyl)phenyl]{[(4-fluorophenyl)methyl]amino}carboxamide